N,N'-dimethyl-N,N'-Bis(trimethylsilyl)ethylenediamine CN(CCN([Si](C)(C)C)C)[Si](C)(C)C